ethyl 4-[4-(3-aminopropanamido)-1-methylpyrrole-2-amido]-1-methylimidazole-2-carboxylate NCCC(=O)NC=1C=C(N(C1)C)C(=O)NC=1N=C(N(C1)C)C(=O)OCC